(2R,3R,4S,5R)-2-{4-amino-5-bromo-7H-pyrrolo[2,3-d]pyrimidin-7-yl}-5-ethenyloxolane-3,4-diol NC=1C2=C(N=CN1)N(C=C2Br)[C@@H]2O[C@@H]([C@H]([C@H]2O)O)C=C